OCC1CCC(CC1)N1N=C(C(=C1)NC(=O)C=1N=C(OC1)C1=CC(=NC=C1)N(C(OC(C)(C)C)=O)CC(F)(F)F)C(C)(C)O 1-Tert-butyl N-[4-[4-[[1-[4-(hydroxymethyl)cyclohexyl]-3-(1-hydroxy-1-methyl-ethyl)pyrazol-4-yl]carbamoyl]oxazol-2-yl]-2-pyridyl]-N-(2,2,2-trifluoroethyl)carbamate